C[Si](C[C@@H](O)[C@@H]1C[C@H]2[C@@H](N1C(C1=CC=CC=C1)(C1=CC=CC=C1)C1=CC=CC=C1)CCC2)(C2=CC=CC=C2)C2=CC=CC=C2 (S)-2-(methyldiphenylsilyl)-1-((2S,3aS,6aS)-1-trityloctahydrocyclopenta[b]pyrrol-2-yl)ethan-1-ol